9-{(2R,4S,5R)-4-(tert-Butyldimethylsilyloxy)-5-[(tert-Butyldimethylsilyloxy) methyl] tetrahydrofuran-2-yl}-2-iodo-9H-purin-6-yl-2,4,6-triisopropylbenzenesulfonate [Si](C)(C)(C(C)(C)C)O[C@H]1C[C@@H](O[C@@H]1CO[Si](C)(C)C(C)(C)C)N1C2=NC(=NC(=C2N=C1)OS(=O)(=O)C1=C(C=C(C=C1C(C)C)C(C)C)C(C)C)I